1-(α-D-galactopyranosyloxy)-3-hydroxy-octadecan-4-yl docosanoate C(CCCCCCCCCCCCCCCCCCCCC)(=O)OC(C(CCO[C@@H]1[C@H](O)[C@@H](O)[C@@H](O)[C@H](O1)CO)O)CCCCCCCCCCCCCC